5-(3-ethylsulfonyl-6-pyrimidin-2-yl-2-pyridyl)-2-(1,1,2,2,2-pentafluoroethyl)-6H-thieno[2,3-c]pyrrol-4-one C(C)S(=O)(=O)C=1C(=NC(=CC1)C1=NC=CC=N1)N1CC2=C(C1=O)C=C(S2)C(C(F)(F)F)(F)F